tert-butyl 2-[(2s,6r)-1-(2-fluoro-4-nitro-phenyl)-4-hydroxy-2,6-dimethyl-4-piperidyl]acetate FC1=C(C=CC(=C1)[N+](=O)[O-])N1[C@H](CC(C[C@H]1C)(O)CC(=O)OC(C)(C)C)C